1-[(3S)-3-[4-amino-3-[2-(6-fluoro-1-methyl-benzo[d]imidazol-5-yl)ethynyl]-7-thiazol-2-yl-pyrazolo[4,3-c]pyridin-1-yl]pyrrolidin-1-yl]-2-propen-1-one NC1=NC=C(C2=C1C(=NN2[C@@H]2CN(CC2)C(C=C)=O)C#CC2=CC1=C(N(C=N1)C)C=C2F)C=2SC=CN2